FC1=C(C=C(C=C1)N1CC2(CC1=O)C1CN(CC2C1)C(=O)OCC1=CC=CC=C1)C(F)(F)F benzyl 1'-(4-fluoro-3-(trifluoromethyl)phenyl)-5'-oxo-3-azaspiro[bicyclo[3.1.1]heptane-6,3'-pyrrolidine]-3-carboxylate